F[C@H]1[C@@H](O[C@@H]([C@H]1O)CO)N1C=C2CCCSC=3C2=C1N=CN3 2-(2-Deoxy-2-fluoro-β-D-ribofuranosyl)-2,7,8,9-tetrahydro-6-thia-2,3,5-triazabenzo[cd]azulene